(2S,3aR,6R,6aS)-6-(hydroxymethyl)-2-methoxy-6a-methyl-4-oxohexahydro-2H-furo[2,3-c]Pyrrole-6-carboxylic acid methyl ester COC(=O)[C@@]1(NC([C@H]2[C@@]1(O[C@@H](C2)OC)C)=O)CO